rac-(3aR,5R,7R,7aR)-5-(4-fluoro-2-methylphenyl)-1,3,3,5,7-penta-methyloctahydrobenzo[c]isoxazole FC1=CC(=C(C=C1)[C@]1(C[C@@H]2[C@H](N(OC2(C)C)C)[C@@H](C1)C)C)C |r|